(S,E)-7-(Dimethylamino)-1-((1-((7-isobutyl-1H-benzo[d]imidazol-2-yl)methyl)-6-methyl-2-oxo-1,2-dihydropyridin-3-yl)amino)-1,7-dioxohept-5-en-2-yl-dimethylcarbamat CN(C(/C=C/CC[C@H](C(=O)NC=1C(N(C(=CC1)C)CC1=NC2=C(N1)C(=CC=C2)CC(C)C)=O)CN(C([O-])=O)C)=O)C